(2-ethylhexyl)phosphoric acid C(C)C(COP(O)(O)=O)CCCC